Cl.FC1=CC(=CC2=CN(N=C12)C)C=1SC=2N=C(SC2N1)C1CCNCC1 7-Fluoro-2-methyl-5-[5-(piperidin-4-yl)[1,3]thiazolo[5,4-d][1,3]thiazol-2-yl]-2H-indazol Hydrochlorid